CN1C(CCC1)C(C(=O)OC)C methyl 2-(1-methylpyrrolidin-2-yl)propanoate